N1=NN(C2=NC=CC=C21)C2=CC=C(C(=O)N([C@H]1CNCCC1)C=1C=C3C(=CN1)N(C=C3)C)C=C2 (R)-4-(3H-[1,2,3]triazolo[4,5-b]pyridin-3-yl)-N-(1-methyl-1H-pyrrolo[2,3-c]pyridin-5-yl)-N-(piperidin-3-yl)benzamide